5-(2,6-dichloro-4-(6-(difluoromethyl)-3,5-dioxo-4,5-dihydro-1,2,4-triazin-2(3H)-yl)phenoxy-3,5-d2)-2-hydroxy-N-((1r,3r)-3-hydroxycyclobutyl)benzenesulfonamide ClC1=C(OC=2C=CC(=C(C2)S(=O)(=O)NC2CC(C2)O)O)C(=C(C(=C1[2H])N1N=C(C(NC1=O)=O)C(F)F)[2H])Cl